FC1=C(C(=O)C2=CC=C(C(=O)N[C@H]3[C@@H](CNCCC3)NC(C3=CC=NC=C3)=O)C=C2)C(=CC=C1OC)O N-((3R,4R)-4-(4-(2-fluoro-6-hydroxy-3-methoxybenzoyl)benzamido)azepan-3-yl)isonicotinamide